3-Iodo-5-nitro-1H-pyrrolo[2,3-b]pyridine IC1=CNC2=NC=C(C=C21)[N+](=O)[O-]